2-(Trimethylsilyl)ethyl (1S,5R,7R)-7-(hydroxymethyl)-3-((2-nitrophenyl)sulfonyl)-3,6-diazabicyclo[3.2.1]octane-6-carboxylate OC[C@@H]1N([C@H]2CN(C[C@@H]1C2)S(=O)(=O)C2=C(C=CC=C2)[N+](=O)[O-])C(=O)OCC[Si](C)(C)C